N,N-diethyl-3-(4-penten-1-yloxy)aniline C(C)N(C1=CC(=CC=C1)OCCCC=C)CC